CO[Si](CCCCC(=O)O)(OC)OC 5-trimethoxysilylvaleric acid